methylhydroquinone CC1=C(O)C=CC(=C1)O